FC1(CNCCC1OC1=C2C(NC=NC2=CC=C1OC(C)C)=O)F 5-((3,3-difluoropiperidin-4-yl)oxy)-6-isopropoxyquinazolin-4(3H)-one